O1CN=CC2=C1C=CC=C2 benzo[e][1,3]oxazin